tert-Butyl 3-{[2-(1,1-dioxido-2,3-dihydro-1,4-benzothiazepin-4(5H)-yl)-6-methylquinolin-4-yl]oxy}pyrrolidine-1-carboxylate O=S1(CCN(CC2=C1C=CC=C2)C2=NC1=CC=C(C=C1C(=C2)OC2CN(CC2)C(=O)OC(C)(C)C)C)=O